FC(CNC(=O)C1=CC2=CN(N=C2C=C1)C=1C=NC=CC1)(C)F N-(2,2-difluoropropyl)-2-(3-pyridyl)indazole-5-carboxamide